4-butylene azelate C1(CCCCCCCC(=O)OCCCCO1)=O